ClC1=C(C=C(C=C1)F)[C@@H]([C@H](C)C=1N(C(C(=C(N1)C(=O)NC=1C=NOC1)O)=O)C)C1=NC=C(N=C1)C 2-((1r,2s)-1-(2-chloro-5-fluorophenyl)-1-(5-methylpyrazin-2-yl)propan-2-yl)-5-hydroxy-N-(isoxazol-4-yl)-1-methyl-6-oxo-1,6-dihydropyrimidine-4-carboxamide